C(C1=CC=CC=C1)[C@@H]1[C@@H]([C@H](CO[C@@H]1COCC1=CC=CC=C1)N)OCC1=CC=CC=C1 (3S,4S,5R,6S)-5-benzyl-4-(benzyloxy)-6-((benzyloxy)methyl)tetrahydro-2H-pyran-3-amine